1,3-dimethyl-3,4-dihydroquinoxalin-2(1H)-one CN1C(C(NC2=CC=CC=C12)C)=O